tert-butyl (3-cyclopropyl-3-hydroxycyclobutyl)(methyl)carbamate C1(CC1)C1(CC(C1)N(C(OC(C)(C)C)=O)C)O